ethyl 2-(4-(tert-butoxycarbonyl)piperazin-1-yl)-4-isobutoxypyrimidine-5-carboxylate C(C)(C)(C)OC(=O)N1CCN(CC1)C1=NC=C(C(=N1)OCC(C)C)C(=O)OCC